C1(CC1)N1C(=CC=C1)C=1C=C2C=C(N=CC2=C(C1F)O)NC(=O)C1C(C1)F N-(6-(1-cyclopropyl-1H-pyrrole-2-yl)-7-fluoro-8-hydroxyisoquinolin-3-yl)-2-fluorocyclopropan-1-carboxamide